7-amino-4-hydroxy-3-[(4-methoxy-2-sulfophenyl)azo]-2-naphthalenesulfonic acid azide NC1=CC=C2C(=C(C(=CC2=C1)S(=O)(=O)N=[N+]=[N-])N=NC1=C(C=C(C=C1)OC)S(=O)(=O)O)O